6-(imidazo[1,2-a]pyridine-3-carbonyl)-7-methyl-N-(3-(4-methyl-1H-imidazol-1-yl)-5-(trifluoromethyl)-phenyl)-4,5,6,7-tetrahydro-thieno[2,3-c]pyridine-3-carboxamide N=1C=C(N2C1C=CC=C2)C(=O)N2C(C1=C(CC2)C(=CS1)C(=O)NC1=CC(=CC(=C1)C(F)(F)F)N1C=NC(=C1)C)C